titanium (IV) benzyl alcohol C(C1=CC=CC=C1)O.[Ti+4]